trans-4-[(7S)-6-(Methoxycarbonyl)-7-methyl-2-(2-phenylethyl)-3H,6H,7H,8H,9H-imidazo[4,5-f]chinolin-3-yl]cyclohexan COC(=O)N1[C@H](CCC2=C3C(=CC=C12)N(C(=N3)CCC3=CC=CC=C3)C3CCCCC3)C